ClC1=C(C=CC=C1)[C@H](C(=O)N1CC2=C(N=C(NC2=O)C2(CCC2)C2=CC=CC=C2)CC1)O (R)-6-(2-(2-chlorophenyl)-2-hydroxyacetyl)-2-(1-phenylcyclobutyl)-5,6,7,8-tetrahydropyrido[4,3-d]pyrimidin-4(3H)-one